C(#N)C1=CC=C(C=C1)C1=NC2=C(N1C1=CC=C(C=C1)C)C=CC(=C2)C(=O)NC 2-(4-cyanophenyl)-N-methyl-1-(p-tolyl)-1H-benzo[d]imidazole-5-carboxamide